2,4,6-tri-O-acetyl-3-azido-3-deoxy-alpha-D-galactopyranosyl bromide C(C)(=O)O[C@H]1[C@H](O[C@@H]([C@@H]([C@@H]1N=[N+]=[N-])OC(C)=O)COC(C)=O)Br